5'-(4-fluorophenyl)-3'-isopropyl-N-(4-(piperazin-1-yl)phenyl)-1H,3'H-[2,4'-biimidazole]-4-carboxamide FC1=CC=C(C=C1)C1=C(N(C=N1)C(C)C)C=1NC=C(N1)C(=O)NC1=CC=C(C=C1)N1CCNCC1